2-(5-{[(1R,2R,3S,5S)-2-fluoro-8-azabicyclo[3.2.1]octan-3-yl]amino}pyrazin-2-yl)-5-(1-methyl-1H-pyrazol-4-yl)phenol F[C@@H]1[C@H]2CC[C@@H](C[C@@H]1NC=1N=CC(=NC1)C1=C(C=C(C=C1)C=1C=NN(C1)C)O)N2